C1=CC2=C(C(=C1)NS(=O)(=O)C3=CC=C(S3)Br)N=CC=C2 5-bromo-N-quinolin-8-ylthiophene-2-sulfonamide